(2R,6R)-4-(2,6-difluorobenzyl)-1-isobutyryl-6-methyl-N-(4-(pyrimidin-2-yl)benzyl)piperazine-2-carboxamide FC1=C(CN2C[C@@H](N([C@@H](C2)C)C(C(C)C)=O)C(=O)NCC2=CC=C(C=C2)C2=NC=CC=N2)C(=CC=C1)F